5-Bromo-1,1a,3,7b-tetrahydro-2H-cyclopropa[c]quinolin-2-one BrC=1C=CC=2C3C(C(NC2C1)=O)C3